C1(CCC1)C1(NC(NC1=O)=O)CNC(=O)C1=NN(N=C1)C1=C(C=C(C=C1)F)F N-{[4-cyclobutyl-2,5-dioxoimidazolidin-4-yl]methyl}-2-(2,4-difluorophenyl)-2H-1,2,3-triazole-4-carboxamide